dodeca-2,4,6-trien hydrochloride Cl.CC=CC=CC=CCCCCC